(2'-chloro-5'-methoxy-6-methyl-(4,4'-bipyridyl)-3-yl)(1H-imidazol-1-yl)methanone ClC1=NC=C(C(=C1)C1=C(C=NC(=C1)C)C(=O)N1C=NC=C1)OC